6-(2-chlorophenyl)-2-{[4-(4-methylpiperazin-1-yl)phenyl]amino}pyrido[2,3-d]pyrimidin-5(8H)-one ClC1=C(C=CC=C1)C=1C(C2=C(N=C(N=C2)NC2=CC=C(C=C2)N2CCN(CC2)C)NC1)=O